CC(C)(CCC(C)(OOC(C)(C)C)C)OOC(C)(C)C 2,5-dimethyl-2,5-di(tertiary butylperoxy)hexane